5-chloro-3-(trifluoromethyl)quinolin-2(1H)-one ClC1=C2C=C(C(NC2=CC=C1)=O)C(F)(F)F